N,N-bis(2-methoxyethyl)pyrazine-2-carboxamide COCCN(C(=O)C1=NC=CN=C1)CCOC